C(#N)CC1(CN(C1)C1CCN(CC1)C(=O)NC1=C(C(=CC(=C1)F)F)F)N1N=CC(=C1)C=1C2=C(N=CN1)NC=C2 4-{3-(cyanomethyl)-3-[4-(7H-pyrrolo[2,3-d]pyrimidin-4-yl)-1H-pyrazol-1-yl]azetidin-1-yl}-N-(2,3,5-trifluorophenyl)piperidine-1-carboxamide